aluminum zirconium trichloro-salicylic acid ClC1=C(C(=C(C(C(=O)O)=C1)O)Cl)Cl.[Zr].[Al]